2,4,6-trifluoro-benzyl-amine FC1=C(CN)C(=CC(=C1)F)F